N1=C(C=CC=C1)C(C)(C)N1C[C@@](CC1)([C@H](C(F)(F)F)O)CCC1=NC=C(C#N)C=C1 |o1:14| 6-(2-((R)-1-(2-(pyridin-2-yl)propan-2-yl)-3-((R or S)-2,2,2-trifluoro-1-hydroxyethyl)pyrrolidin-3-yl)ethyl)nicotinonitrile